FC=1C=C2C(=C(C(N(C2=CC1)C)=O)C#N)N1CCOCC2=C1C=CC=C2C#CC2(CC2)C(F)(F)F 6-fluoro-1-methyl-2-oxo-4-(6-((1-(trifluoromethyl)cyclopropyl)ethynyl)-2,3-dihydrobenzo[e][1,4]oxazepin-1(5H)-yl)-1,2-dihydroquinoline-3-carbonitrile